(2S)-2-cyclopropyl-2-(((S)-2,2-difluoro-1-hydroxy-7-(trifluoromethylsulfanyl)-2,3-dihydro-1H-inden-4-yl)oxy)acetonitrile C1(CC1)[C@@H](C#N)OC1=C2CC([C@H](C2=C(C=C1)SC(F)(F)F)O)(F)F